1-(6,7-dihydro-5H-benzo[6,7]cyclohepta[1,2-c]pyridazin-3-yl)-N3-((7-azetidin-1-yl)-6,7,8,9-tetrahydro-5H-benzo[7]annulene-2-yl)-1H-1,2,4-triazole-3,5-diamine N1=NC(=CC2=C1C1=C(CCC2)C=CC=C1)N1N=C(N=C1N)NC=1C=CC2=C(CCC(CC2)N2CCC2)C1